CC1=CC=C(CN(C(C)=O)C=C)C=C1 N-(4-methylbenzyl)-N-vinyl-acetamide